ClC=1C(=C(OC=2C(=CC(=NC2)C)C2=NOCC(N2)CC2=CC(=CC(=C2)C)C)C=CC1)F 3-[5-(3-chloro-2-fluorophenoxy)-2-methylpyridin-4-yl]-5-(3,5-dimethylbenzyl)-5,6-dihydro-4H-1,2,4-oxadiazine